CN([C@@H]1CC[C@H](CC1)NC1=NN2C(C=N1)=C(C=C2)C=2C=C1N=CC=NC1=CC2)C trans-N1,N1-dimethyl-N4-(5-(quinoxalin-6-yl)pyrrolo[2,1-f][1,2,4]triazin-2-yl)cyclohexane-1,4-diamine